(3-chlorophenyl)(imino)((1-(4-(5-(trifluoromethyl)-1,2,4-oxadiazol-3-yl)phenyl)-1H-imidazol-4-yl)methyl)-λ6-sulfanone ClC=1C=C(C=CC1)S(=O)(CC=1N=CN(C1)C1=CC=C(C=C1)C1=NOC(=N1)C(F)(F)F)=N